di-dimethyl-pyrimidineamine di-zinc [Zn].[Zn].CC1=CC(=NC(=N1)N)C.CC1=CC(=NC(=N1)N)C